N1(N=CC=C1)C1=CC=C(C(=O)N2C(C3=CC=CC=C3C2=O)=O)C=C1 2-(4-(1H-pyrazol-1-yl)benzoyl)isoindoline-1,3-dione